ClC1=CC(=CC(=N1)N1CCOCC1)I 4-(6-chloro-4-iodopyridin-2-yl)morpholine